CC(C)CCCC\C=C/C=C/CCCCCCCC (Z,E)-2-Methyl-7,9-octadecadiene